C1(=CC=CC=C1)N1CN(C2=C1C=CC=C2)C2=CC=CC=C2 1,3-diphenyl-benzimidazol